ClC1=CC=C(C=C1)C1(CCCCCC1)CN (1-(4-chlorophenyl)cycloheptyl)methanamine